(3S)-2-(6-acetamido-2-fluoropyridin-3-yl)-2-oxoethyl 7-(6-amino-3-chloro-2-fluorophenyl)-5-oxo-1,2,3,5,8,8a-hexahydroindolizine-3-carboxylate NC1=CC=C(C(=C1C1=CC(N2[C@@H](CCC2C1)C(=O)OCC(=O)C=1C(=NC(=CC1)NC(C)=O)F)=O)F)Cl